2-(2-fluoro-5-methoxy-phenyl)-N-methyl-1-(2-oxo-3,4-dihydro-1H-quinolin-6-yl)benzimidazole-5-carboxamide FC1=C(C=C(C=C1)OC)C1=NC2=C(N1C=1C=C3CCC(NC3=CC1)=O)C=CC(=C2)C(=O)NC